NCCC[SiH2]O[SiH2]O[SiH2]O[SiH2]O[SiH2]O[SiH2]O[SiH2]O[SiH2]O[SiH2]O[SiH3] aminopropyl-decasiloxane